2-[(4-aminocyclohexyl)amino]-5-fluoro-pyrimidin NC1CCC(CC1)NC1=NC=C(C=N1)F